C(C)(C)(C)OC(C(C)(C)ON=C(C)C=1C=C(C=C(C1)OC)NC(C(=O)O)C1=CC=C(C=C1)OC)=O 2-((3-(1-(((1-(tert-butoxy)-2-methyl-1-oxopropan-2-yl)oxy)imino)ethyl)-5-methoxyphenyl)amino)-2-(4-methoxyphenyl)acetic acid